C1(CCCCC1)C[C@H](C(=O)N1CC([C@](CC1)(O)CN1C=C(C(=CC1=O)C1=CC=CC=C1)C(=O)O)(C)C)C 1-(((S)-1-((R)-3-cyclohexyl-2-methylpropanoyl)-4-hydroxy-3,3-dimethylpiperidin-4-yl)methyl)-6-oxo-4-phenyl-1,6-dihydropyridine-3-carboxylic acid